3-((2,6-dimethylbenzyl)oxy)-2-methylbenzoic acid CC1=C(COC=2C(=C(C(=O)O)C=CC2)C)C(=CC=C1)C